FC(C(=O)NNC(=O)C1=CN=C(S1)NC1(CC1)C1=C(C=CC=C1F)F)F N'-(2,2-difluoroacetyl)-2-((1-(2,6-difluorophenyl)-cyclopropyl)amino)thiazole-5-carbohydrazide